(S)-N-(2-(((R)-3,3-difluorocyclopentyl)amino)-5-(3,5-dimethylisoxazol-4-yl)phenyl)-5-oxopyrrolidine-2-carboxamide FC1(C[C@@H](CC1)NC1=C(C=C(C=C1)C=1C(=NOC1C)C)NC(=O)[C@H]1NC(CC1)=O)F